O=C1NC(CCC1N1C(C2=CC=C(C=C2C1=O)N1CCN(CCC1)CCCCOC1=CC=C(C=C1)\C(=C(\CC)/C1=CC=CC=C1)\C1=CC=C(C=C1)O)=O)=O (Z)-2-(2,6-dioxopiperidin-3-yl)-5-(4-(4-(4-(1-(4-hydroxyphenyl)-2-phenylbut-1-en-1-yl)phenoxy)butyl)-1,4-diazepan-1-yl)isoindoline-1,3-dione